Cl.CC=1C=2N(C=CC1)C(=NC2)C(C)(C)N 2-(8-methylimidazo[1,5-a]pyridin-3-yl)propan-2-amine hydrochloride